3-chloro-N-(1-cyanocyclopropyl)-1-(5-(difluoromethyl)-1,3,4-thiadiazol-2-yl)-5-(4-isobutyrylpiperazin-1-yl)-N-(4-methoxybenzyl)imidazo[1,5-a]pyridine-7-sulfonamide ClC1=NC(=C2N1C(=CC(=C2)S(=O)(=O)N(CC2=CC=C(C=C2)OC)C2(CC2)C#N)N2CCN(CC2)C(C(C)C)=O)C=2SC(=NN2)C(F)F